N-(3-(2-amino-6-(2-cyanophenyl)quinazolin-8-yl)-phenyl)acrylamide NC1=NC2=C(C=C(C=C2C=N1)C1=C(C=CC=C1)C#N)C=1C=C(C=CC1)NC(C=C)=O